C(C)C(COC(C=C)=O)CCCC.COC1OC(C=C1C1=CN=NC=C1)OC 4-(2,5-dimethoxy-2,5-dihydrofuran-3-yl)pyridazine 2-ethylhexyl-2-propenoate